ICCCN(C(OC(C)(C)C)=O)CCC1=CC=CC=C1 tert-butyl (3-iodopropyl)(phenethyl)carbamate